C(C)(=O)N[C@@H](CCCNC(N)=N)C(=O)N[C@@H](CC(N)=O)C(=O)N[C@@H](CC1=CNC=N1)C(=O)N[C@@H](CCCNC(=O)N)C(=O)N acetyl-arginyl-asparaginyl-histidyl-citrulline-amide